C(#N)C=1C=NC2=C(C=CC=C2C1N1C[C@H](CCC1)COCP(O)(O)=O)OC (S)-(((1-(3-cyano-8-methoxyquinolin-4-yl)piperidin-3-yl)methoxy)methyl)phosphonic acid